CC(C)(C)S(=O)NC1CC(CCC1)C(F)(F)F 2-methyl-N-(3-(trifluoromethyl)cyclohexyl)propane-2-sulfinamide